C12(CC(C1)C2)NC(=O)C=2C=CC(=NC2)C=2N=NN(C2NC(O[C@H](C)C=2C(=NC=CC2)Cl)=O)C (R)-1-(2-chloro-pyridin-3-yl)-ethyl (4-(5-(bicyclo[1.1.1]-pentan-1-yl-carbamoyl)-pyridin-2-yl)-1-methyl-1H-1,2,3-triazol-5-yl)carbamate